CN(CCCNC(CCCCCCCCC(=O)OC(CCCCCC)CCCCCC)CCCCCCCCC(=O)OC(CCCCCC)CCCCCC)C bis(1-hexylheptyl) 10-[3-(dimethylamino)propylamino]nonadecanedioate